ClC1=NC=C(C=C1C(=O)NC1CC1)C=1C=NN(C1)C=1N(N=C(C1C(F)(F)F)OC(C(C(F)(F)F)F)(F)F)C 2-chloro-N-cyclopropyl-5-[1-[5-(1,1,2,3,3,3-hexafluoropropoxy)-2-methyl-4-(trifluoromethyl)pyrazol-3-yl]pyrazol-4-yl]pyridine-3-carboxamide